BrC1=CC=CC(=N1)C[C@H](N)C1=C(C=CC=C1)C1=NN(C2=CC=CC=C12)C(C)C (S)-2-(6-Bromopyridine-2-yl)-1-[2-(1-isopropyl-1H-indazole-3-yl)phenyl]ethan-1-amine